CC1(COC2(OC1)CCC(CC2)C2CCC1(OCC(CO1)(C)CO)CC2)CO (3,3'-dimethyl-1,1',5,5'-tetraoxa[9,9'-bispiro[5.5]undecane]-3,3'-diyl)dimethanol